FC1=C(C=CC=C1)C=1N(C2=CC=CC=C2C1)C1OC(C2=CC=CC=C12)=O 3-(2-(2-fluorophenyl)-1H-indol-1-yl)isobenzofuran-1(3H)-one